1-(6-((2-((3S,4R)-3-fluoro-4-hydroxy-3-methylpiperidin-1-yl)pyrimidin-4-yl)amino)-4-isopropyl-2,7-naphthyridin-1-yl)-N,N,2-trimethylazetidine-3-carboxamide F[C@]1(CN(CC[C@H]1O)C1=NC=CC(=N1)NC=1C=C2C(=CN=C(C2=CN1)N1C(C(C1)C(=O)N(C)C)C)C(C)C)C